tert-butyl ((2-((5-((4,4-dimethylcyclohexyl)amino)pentyl)oxy)-4-methylphenyl)sulfonyl)-L-prolinate CC1(CCC(CC1)NCCCCCOC1=C(C=CC(=C1)C)S(=O)(=O)N1[C@@H](CCC1)C(=O)OC(C)(C)C)C